FC(C(=O)[O-])(F)F.N[C@@H](CC1=CC=C(OCC[N+](C)(C)C)C=C1)C(=O)O (S)-2-(4-(2-amino-2-carboxyethyl)phenoxy)-N,N,N-trimethylethan-1-aminium 2,2,2-trifluoroacetate